FC([C@H]1CCC=2N(C1)C=C(N2)C(=O)OCC)(F)F ethyl (S)-6-(trifluoromethyl)-5,6,7,8-tetrahydroimidazo[1,2-a]pyridine-2-carboxylate